NCCNCCC[Si](OC)(OC)C gamma-(beta-aminoethyl)aminopropyl-methyl-dimethoxysilane